(3S,4S)-4-((R)-9-Fluoro-5H-imidazo[5,1-a]isoindol-5-yl)tetrahydro-2H-pyran-3-ol FC=1C=CC=C2[C@H](N3C(C12)=CN=C3)[C@H]3[C@@H](COCC3)O